FC1CC(N(C1)C(CN1N=CC=C1)=O)C(=O)NC(C1=NC=C(C=C1)C(C)C)C1=CC=CC=C1 4-fluoro-N-{phenyl[5-(propan-2-yl)pyridin-2-yl]methyl}-1-[2-(1H-pyrazol-1-yl)acetyl]pyrrolidine-2-carboxamide